2-(hydroxyimino)-3-oxobutanamide ON=C(C(=O)N)C(C)=O